[NH4+].[NH4+].N(N=C1SC2=C(N1CC)C=CC(=C2)S(=O)(=O)[O-])=C2SC1=C(N2CC)C=CC(=C1)S(=O)(=O)[O-] 2,2'-azino-bis[3-ethylbenzothiazoline-6-sulfonic acid]-diammonium salt